C(CCC)C1=C(O)C=C(C(=C1)O)CCCC 2,5-di-n-butyl-hydroquinone